CC(C1=CC=CC=C1)(C)C1=C(C=CC(=C1)C(C1=CC=CC=C1)(C)C)O 2,4-Bis(α,α-dimethylbenzyl)phenol